C(C)(C)(C)OC(=O)NCC1(CCN(CC1)C=1N=CC(=NC1CO)SC1=C(C(=NC=C1)N1CCC(CC1)C(=O)OC)Cl)C methyl 1-(4-((5-(4-(((tert-butoxycarbonyl)amino)methyl)-4-methylpiperidin-1-yl)-6-(hydroxymethyl)pyrazin-2-yl)thio)-3-chloropyridin-2-yl)piperidine-4-carboxylate